7-bromo-2,4-dichloro-8-iodo-quinazoline BrC1=CC=C2C(=NC(=NC2=C1I)Cl)Cl